N-(2-ethylhexyl)-2-(3-methoxy-4-benzyloxyphenyl)-3,5,7-tribenzyloxyquinolin-4-one C(C)C(CN1C(=C(C(C2=C(C=C(C=C12)OCC1=CC=CC=C1)OCC1=CC=CC=C1)=O)OCC1=CC=CC=C1)C1=CC(=C(C=C1)OCC1=CC=CC=C1)OC)CCCC